2-(6-(((1S,3S)-3-((5-ethyl-1,2,4-oxadiazol-3-yl)amino)cyclopentyl)amino)pyridin-3-yl)pyridazin-3(2H)-one C(C)C1=NC(=NO1)N[C@@H]1C[C@H](CC1)NC1=CC=C(C=N1)N1N=CC=CC1=O